C1=CC=C(C=2SC3=C(C21)C=CC=C3)C=3C=C2C=CC(=C(C2=CC3)C3=C(C=CC2=CC(=CC=C32)C3=CC=CC2=C3SC3=C2C=CC=C3)OC3=CC=C(C=C3)CO)OC3=CC=C(C=C3)CO {[6,6'-bis(dibenzo[b,d]thiophen-4-yl)[1,1'-binaphthalene]-2,2'-diyl]bis(oxy-4,1-phenylene)}dimethanol